Cl.C(#C)C1=C(C=C(OC2CNC2)C=C1)F 3-(4-ethynyl-3-fluoro-phenoxy)azetidin Hydrochloride